trans-2-((3S,5S)-5-((S)-2-cyano-4,4-difluoropyrrolidin-1-carbonyl)-2-oxopyrrolidin-3-yl)acetic acid C(#N)[C@H]1N(CC(C1)(F)F)C(=O)[C@@H]1C[C@H](C(N1)=O)CC(=O)O